Ethyl 2-((4-(4-(3,5-dichlorophenyl)piperazine-1-carbonyl)-2-nitrophenyl)sulfinyl)acetate ClC=1C=C(C=C(C1)Cl)N1CCN(CC1)C(=O)C1=CC(=C(C=C1)S(=O)CC(=O)OCC)[N+](=O)[O-]